N-{4-[(7S)-3-anilino-7-ethyl-4-oxo-4,5,6,7-tetrahydro-1H-pyrrolo[3,2-c]pyridin-2-yl]pyridin-2-yl}-2-(4-fluorophenyl)acetamide N(C1=CC=CC=C1)C1=C(NC2=C1C(NC[C@@H]2CC)=O)C2=CC(=NC=C2)NC(CC2=CC=C(C=C2)F)=O